1-(4-fluorophenyl)-N-methylpropan-1-amine FC1=CC=C(C=C1)C(CC)NC